4-[[4-[[[(1R,2S)-2-phenylcyclopropyl]amino]methyl]piperidin-1-yl]methyl]benzoic acid C1(=CC=CC=C1)[C@H]1[C@@H](C1)NCC1CCN(CC1)CC1=CC=C(C(=O)O)C=C1